OCCCCCCCCCC(=O)NCC1=CC(=C(C=C1)O)OC 10-Hydroxy-N-[(4-hydroxy-3-methoxyphenyl)methyl]decanamide